2,3-dihydro-1,3-benzothiazol-2-one S1C(NC2=C1C=CC=C2)=O